2-(2-methoxyphenyl)-2-(1-oxoisoindol-2-yl)acetamide ethyl-6-((4,4-difluorocyclohexyl)amino)-2-(3-(trifluoromethyl)-1H-pyrazol-1-yl)pyrimidine-4-carboxylate C(C)OC(=O)C1=NC(=NC(=C1)NC1CCC(CC1)(F)F)N1N=C(C=C1)C(F)(F)F.COC1=C(C=CC=C1)C(C(=O)N)N1C(C2=CC=CC=C2C1)=O